BrC=1C=C(COC2(COC2)C2=CC(=C(C=C2C)N=CN(C)CC)Cl)C=CC1 N'-(4-(3-((3-bromobenzyl)oxy)oxetan-3-yl)-2-chloro-5-methylphenyl)-N-ethyl-N-methylformimidamide